NC=1C=C(OC=2C=C(OC3=C(C(=CC=C3)OC3=CC(=CC=C3)OC3=CC(=CC=C3)N)C)C=CC2)C=CC1 1,3-bis(3-(3-aminophenoxy)phenoxy)-2-methylbenzene